O1CCC2=C1C=CC(=C2)N(C(\C=C/C(=O)OCC)=O)C ethyl (Z)-4-((2,3-dihydrobenzofuran-5-yl) (methyl) amino)-4-oxobut-2-enoate